NC1=C(N=C(S1)C1=C(C=CC=C1F)F)C(=O)NC=1C(=C2C(=NC1)OCC2)N2CC(CC(C2)C(F)(F)F)N 5-amino-N-{4-[3-amino-5-(trifluoromethyl)piperidin-1-yl]-2,3-dihydrofuro[2,3-b]pyridin-5-yl}-2-(2,6-difluorophenyl)-1,3-thiazole-4-carboxamide